tert-butyl (2R,5S)-4-[3-carbamoyl-2-(4-phenoxyphenyl)-4,5,6,7-tetrahydro-2H-pyrazolo[4,3-b]pyridin-7-yl]-2,5-dimethylpiperazine-1-carboxylate C(N)(=O)C=1N(N=C2C1NCCC2N2C[C@H](N(C[C@@H]2C)C(=O)OC(C)(C)C)C)C2=CC=C(C=C2)OC2=CC=CC=C2